1-(azetidin-3-yl)-2-(2-cyclopropylphenyl)pyrrolidine N1CC(C1)N1C(CCC1)C1=C(C=CC=C1)C1CC1